N-(2-(4-(4,4,5,5-tetramethyl-1,3,2-dioxaborolan-2-yl)-1H-pyrazol-1-yl)ethyl)acetamide CC1(OB(OC1(C)C)C=1C=NN(C1)CCNC(C)=O)C